Methyl (S)-4-amino-3-((oxadiazole-2-ylmethyl)amino)benzoate NC1=C(C=C(C(=O)OC)C=C1)NCN1OC=CN1